FC1=C(C=CC(=C1)C)C1N2C(C3=CC=CC=C13)=CN=C2 5-(2-fluoro-4-methylphenyl)-5H-imidazo[5,1-a]isoindole